4-amino-7-fluoro-N,1-dimethyl-N-(6-((7-methyl-5,6,7,8-tetrahydroimidazo[1,2-a]pyrazin-3-yl)ethynyl)-2,3-dihydrobenzofuran-3-yl)-1H-pyrazolo[4,3-c]quinoline-8-carboxamide NC1=NC=2C=C(C(=CC2C2=C1C=NN2C)C(=O)N(C2COC1=C2C=CC(=C1)C#CC1=CN=C2N1CCN(C2)C)C)F